O=C1N(C(C2=C3C=4C(=CC=C13)C1=CC(=CC=C1OC4C=C2)C2=CC=C(C=C2)C(F)(F)F)=O)CCCCCCOC2=CC(=C(C=O)C(=C2)C)C 4-((6-(1,3-dioxo-9-(4-(trifluoromethyl)phenyl)-1H-xantheno[2,1,9-def]isoquinolin-2(3H)-yl)hexyl)oxy)-2,6-dimethylbenzaldehyde